(R)-(1H-indazol-6-yl)(8-methyl-3-(3-methyl-1,2,4-thiadiazol-5-yl)-5,6-dihydro-[1,2,4]triazolo[4,3-a]pyrazin-7(8H)-yl)methanone N1N=CC2=CC=C(C=C12)C(=O)N1[C@@H](C=2N(CC1)C(=NN2)C2=NC(=NS2)C)C